bipiperidone N1(C(CCCC1)=O)N1CCCCC1